O=C1N(C(C2=CC=CC=C12)=O)CC(=O)NC1=C(C=C(C=C1C)C)C 2-(1,3-Dioxoisoindol-2-yl)-N-(2,4,6-trimethylphenyl)acetamide